C(C)(C)C1=C(NC2=CC=C(C=C12)C1CN(C1)C(C)C)C=1C(=C(C=2N(C1)N=CN2)C)C 6-(3-isopropyl-5-(1-isopropylazetidin-3-yl)-1H-indol-2-yl)-7,8-dimethyl-[1,2,4]triazolo[1,5-a]pyridine